C1(=CC=CC=C1)[C@H]1CCC[C@H](N1)C(=O)O (2S,6R)-6-phenylpiperidine-2-carboxylic acid